(S)-METHYL 6'-CHLORO-5-(((1R,2R)-2-(((4-METHOXYBENZYL)AMINO)METHYL)CYCLOBUTYL)METHYL)-3',4,4',5-TETRAHYDRO-2H,2'H-SPIRO[BENZO[B][1,4]OXAZEPINE-3,1'-NAPHTHALENE]-7-CARBOXYLATE ClC=1C=C2CCC[C@]3(C2=CC1)CN(C1=C(OC3)C=CC(=C1)C(=O)OC)C[C@H]1[C@@H](CC1)CNCC1=CC=C(C=C1)OC